NC1=NC=2C=C(C(=CC2C2=C1C=NN2C)C(=O)N(CC2=NC=C(C=C2)C(F)(F)F)N2CCOC1(CC1)C2)F 4-amino-7-fluoro-1-methyl-N-(4-oxa-7-azaspiro[2.5]octan-7-yl)-N-((5-(trifluoromethyl)pyridin-2-yl)methyl)-1H-pyrazolo[4,3-c]quinoline-8-carboxamide